Cl.Cl.C1(CC1)CO[C@H]1CN(CCC1)C1CCNCC1 (3R)-3-(cyclopropylmethoxy)-1,4'-bipiperidine dihydrochloride